COC1=CSC=C1B1OC(C(O1)(C)C)(C)C 3-Methoxy-4-(4,4,5,5-tetramethyl-1,3,2-dioxaborolan-2-yl)thiophene